COC1=CC(=CC2=C1C(=NO2)NS(=O)(=O)C2=C(C=CC=C2)OC)CN2N=CC(=C2)C(=O)OCC ethyl 1-((4-methoxy-3-((2-methoxyphenyl)sulfonamido)benzo[d]isoxazol-6-yl)methyl)-1H-pyrazole-4-carboxylate